CC(C#C)N1C=C(C2=C1N=C(N=C2N=CN(C)C)C)C2=CC=C(C=C2)Cl N'-[7-(But-3-yn-2-yl)-5-(4-chlorophenyl)-2-methyl-7H-pyrrolo[2,3-d]pyrimidin-4-yl]-N,N-dimethylimidoformamide